tert-butyl (1-butyl-3-(1-cyanovinyl)-5-methyl-2-oxoindol-3-yl) carbonate C(OC(C)(C)C)(OC1(C(N(C2=CC=C(C=C12)C)CCCC)=O)C(=C)C#N)=O